CC=1C=C(C=CC1)C(O)(C1=CC(=CC=C1)C)C1=CC(=CC=C1)C tris(3-methylphenyl)methanol